CN1N=C2C=CC(=C(C2=C1)C)C=1C=CC=2C(=NC=C(N2)N2C[C@@H]3[C@]([C@@H]3CC2)(C2=C(C=CC=C2)F)CN)N1 ((1S,6R,7R)-3-(6-(2,4-dimethyl-2H-indazol-5-yl)pyrido[2,3-b]pyrazin-2-yl)-7-(2-fluorophenyl)-3-azabicyclo[4.1.0]heptan-7-yl)methanamine